C(OC=1C(=NC=CC1OC)C(N[C@H](C(=O)NN=C(C1=CC=CC=C1)C1=CC=CC=C1)C)=O)(OCC(C)C)=O (S)-2-((1-(2-(diphenylmethylene)hydrazinyl)-1-oxopropan-2-yl)carbamoyl)-4-methoxypyridin-3-yl isobutyl carbonate